3-(3,3-dimethyl-1,1-dioxido-2,3-dihydrobenzo[b]thiophen-6-yl)-1-((2-(isopropylamino)pyridin-4-yl)methyl)-5,5-dimethylimidazolidine-2,4-dione CC1(C2=C(S(C1)(=O)=O)C=C(C=C2)N2C(N(C(C2=O)(C)C)CC2=CC(=NC=C2)NC(C)C)=O)C